C(C1=CC=CC=C1)N1CCC(CC1)CNC1=NC(=NC(=C1)C1=CC=C(C=C1)Cl)C=1C=NC=CC1 N-((1-benzylpiperidin-4-yl)methyl)-6-(4-chlorophenyl)-2-(pyridin-3-yl)pyrimidin-4-amine